Methyleneisophthalamide C=NC(C1=CC(C(=O)N)=CC=C1)=O